FC1=C(C(=O)N2CCC(CC2)OC2CCN(CC2)CC(=O)N2CCN(CC2)C(=O)C=2C=C(C=CC2F)CC2=NNC(C3=CC=CC=C23)=O)C(=CC(=C1)C1=NC=CC=N1)F 4-[[3-[4-[2-[4-[[1-(2,6-difluoro-4-pyrimidin-2-yl-benzoyl)-4-piperidyl]oxy]-1-piperidyl]acetyl]piperazine-1-carbonyl]-4-fluoro-phenyl]methyl]-2H-phthalazin-1-one